C(C)OC(=O)C1=NN=C(N1)C(C)C1=CC=CC=C1 5-(1-Phenylethyl)-4H-1,2,4-triazole-3-carboxylic acid ethyl ester